C(=CCCCCCCCCCC)N(CCO)CCO N-dodecenyl-diethanolamine